FC(OC1=CC=C(C=C1)N1C2=C(C=C(C1=O)C1=CC3=CN(N=C3C=C1)C)CNN2C(C)C)F 7-(4-(difluoromethoxy)phenyl)-1-isopropyl-5-(2-methyl-2H-indazol-5-yl)-2,7-dihydro-6H-pyrazolo[3,4-b]pyridin-6-one